ClC1=C(C=O)C=CC(=C1C)SC 2-chloro-4-methylsulfanyl-methyl-benzaldehyde